2-((6-((6-chloro-1,2,3,4-tetrahydrobenzene-1-yl)oxy)-3',6'-dihydro-[2,4'-bipyridin]-1'(2'H)-yl)methyl)-1-(((S)-oxetan-2-yl)methyl)-1H-benzo[d]imidazole-6-carboxylic acid ClC1=CCCCC1OC1=CC=CC(=N1)C=1CCN(CC1)CC1=NC2=C(N1C[C@H]1OCC1)C=C(C=C2)C(=O)O